C(C)N1C(=NC2=C1C=C(C=C2)C(=O)NC2=CC=C(C=C2)S(=O)(=O)C)C(C(F)(F)F)(C2=CC=CC=C2)O 1-Ethyl-N-(4-(methylsulfonyl)phenyl)-2-(2,2,2-trifluoro-1-hydroxy-1-phenylethyl)-1H-benzo[d]imidazole-6-carboxamide